C(C)(C)(C)N(C([O-])=O)C1=[NH+]C(=CC=C1)C=O.C(=O)C1=CC=CC(=N1)NC(OC(C)(C)C)=O Tert-butyl 6-formylpyridin-2-ylcarbamate (Tert-butyl 6-formylpyridinium-2-ylcarbamate)